CC1=CC=C(C(C)C)CC1 α-terpinen